N1=CNCC1 1,3-diazoline